3-amino-4-[6,7-difluoro-1-(oxan-2-yl)indazol-4-yl]-2-[(4-methoxyphenyl)methoxy]-1,7-phenanthrolin-6-ol NC=1C(=NC2=C3C=CC=NC3=C(C=C2C1C1=C2C=NN(C2=C(C(=C1)F)F)C1OCCCC1)O)OCC1=CC=C(C=C1)OC